C(OC1=CC=C(C=C1)C1=CC2=CC=CC=C2C=C1)(OC1=CC=C(C=C1)C1=CC2=CC=CC=C2C=C1)=O bis[4-(2-naphthyl) phenyl] carbonate